4-acetyl-2,7-dichlorofluorene C(C)(=O)C1=CC(=CC=2CC3=CC(=CC=C3C12)Cl)Cl